5-benzyl-N-(3'-methoxy-[4,4'-bipyridine]-2-yl)-4H-1,2,4-triazole-3-carboxamide C(C1=CC=CC=C1)C=1NC(=NN1)C(=O)NC1=NC=CC(=C1)C1=C(C=NC=C1)OC